CC1=NNC(=C1C1=CC=CC2=C1N=CS2)C 4-(3,5-dimethyl-1H-pyrazol-4-yl)-1,3-benzothiazole